BrC=1C(=NC(=C(C1)C)C)O 3-bromo-5,6-dimethyl-pyridin-2-ol